tert-butyl 4-(4-(3-(5-cyanopyrazin-2-ylamino) isoxazol-5-yl)-3-methoxyphenyl)-5,6-dihydropyridine-1(2H)-carboxylate C(#N)C=1N=CC(=NC1)NC1=NOC(=C1)C1=C(C=C(C=C1)C1=CCN(CC1)C(=O)OC(C)(C)C)OC